2-cyclohexyl-2-(3,3-difluoro-5-methylhexyl)-1-ethoxy-3-methoxypropane C1(CCCCC1)C(COCC)(COC)CCC(CC(C)C)(F)F